N-(4-(1H-Indazol-4-yl)benzyl)-2-ethynylthiazole-4-carboxamide N1N=CC2=C(C=CC=C12)C1=CC=C(CNC(=O)C=2N=C(SC2)C#C)C=C1